6-hydroxy-2-naphthonitrile OC=1C=C2C=CC(=CC2=CC1)C#N